ClC=1C=CC2=C([C@@H](C[C@@](O2)(C(=O)NC23CC(C2)(C3)NC(COC3=CC(=C(C=C3)Cl)F)=O)C)O)C1 |r| rac-(2R,4R)-6-chloro-N-{3-[2-(4-chloro-3-fluorophenoxy)acetamido]bicyclo[1.1.1]pent-1-yl}-4-hydroxy-2-methyl-3,4-dihydro-2H-1-benzopyran-2-carboxamide